2-(2-morpholinopyrimidin-5-yl)-9-(p-tolyl)-6,7,8,9-tetrahydrobenzo[4,5]imidazo[1,2-a]pyridin-9-ol O1CCN(CC1)C1=NC=C(C=N1)C=1C=CC=2N(C1)C1=C(N2)CCCC1(O)C1=CC=C(C=C1)C